S1C2=C(CC1)C=C1C=CC=CC1=C2 dihydronaphtho[2,3-b]thiophene